(3-cyano-7-fluoro-4-(4,4,5,5-tetramethyl-1,3,2-dioxaborolan-2-yl)benzo[b]thiophene-2-yl)tert-butyl carbamate C(N)(OC(CC1=C(C2=C(S1)C(=CC=C2B2OC(C(O2)(C)C)(C)C)F)C#N)(C)C)=O